FC=1C(=NC(=NC1)NC1=CC(=C(C=C1)N1CCN(CC1)C)F)C=1C=NN(C1)C1CCN(CC1)CCCC fluoro-N-(3-fluoro-4-(4-methylpiperazin-1-yl)phenyl)-4-(1-(1-butylpiperidin-4-yl)-1H-pyrazol-4-yl)pyrimidin-2-amine